4-((2-(((S)-((S)-4,4-Difluoro-2-methyltetrahydrofuran-2-yl)(4-ethyl-1-methyl-1H-pyrazol-3-yl)methyl)amino)-3,4-dioxocyclobut-1-en-1-yl)amino)-3-hydroxy-N,N-dimethylpicolinamide FC1(C[C@@](OC1)(C)[C@H](C1=NN(C=C1CC)C)NC1=C(C(C1=O)=O)NC1=C(C(=NC=C1)C(=O)N(C)C)O)F